S(=O)(=O)(C(F)(F)F)Br triflyl bromide